NCCOCCNC(C1=C(C=C(C=C1C)NC=1C=2N(C=CN1)C(=CN2)C2=C(C(=C(C=C2)OC)F)F)Cl)=O N-(2-(2-aminoethoxy)ethyl)-2-chloro-4-((3-(2,3-difluoro-4-methoxyphenyl)imidazo[1,2-a]pyrazin-8-yl)amino)-6-methyl-benzamide